9-methyl-1,4-dioxa-8-azaspiro[4.6]undec-8-ene CC1=NCCC2(OCCO2)CC1